ClC1=CC(=C(C=C1)[C@@]1(OC2=C(O1)C=CC=C2C2CCN(CC2)CC2=NC=C(C=C2N2C(OCC2)=O)C2=NN=C(N2)C(F)(F)F)C)F 3-[2-({4-[(2S)-2-(4-chloro-2-fluorophenyl)-2-methyl-2H-1,3-benzodioxol-4-yl]piperidin-1-yl}methyl)-5-[5-(trifluoromethyl)-4H-1,2,4-triazol-3-yl]pyridin-3-yl]-1,3-oxazolidin-2-one